BrC=1C=C2C(C(NC2=CC1)=O)=NN=C1SCC(N1C1=C(C=C(C=C1)C)C)=O 5-bromo-3-(2-(3-(2,4-dimethylphenyl)-4-oxothiazolidine-2-ylidene)hydrazono)-1H-indol-2-one